(2-methoxyphenyl)methyl((trimethylsilyl)imino)-λ6-sulfanone COC1=C(C=CC=C1)S(=O)(=N[Si](C)(C)C)C